1-(4-(1H-benzo[d]imidazol-4-yl)-piperazin-1-yl)ethanone N1C=NC2=C1C=CC=C2N2CCN(CC2)C(C)=O